CN1C=C(C2=CC=CC=C21)C3=NC(=NC=C3)NC4=CC(=C(C=C4OC)N(C)CCN(C)C)[N+](=O)[O-] n-(2-dimethylamino-ethyl)-2-methoxy-N-methyl-N-[4-(1-methyl-1H-indol-3-yl)-pyrimidin-2-yl]-5-nitro-benzene-1,4-diamine